FC1=C(C=CC(=C1C)F)[C@H]1[C@@H](O[C@](C1)(C(F)(F)F)C)C(=O)NC1=CC(=NC=C1)C(=O)N (2R,3S,5R)-4-[[3-(2,4-difluoro-3-methyl-phenyl)-5-methyl-5-(trifluoromethyl)tetrahydrofuran-2-carbonyl]amino]pyridine-2-carboxamide